α-fructosyl-valyl-histidine OC[C@]1([C@@H](O)[C@H](O)[C@H](O1)CO)N[C@@H](C(C)C)C(=O)N[C@@H](CC1=CNC=N1)C(=O)O